COC1=CC=C(C(=O)N2C3=C(OCC2)C=CN=C3)C=C1 4-(4-methoxybenzoyl)-3,4-dihydro-2H-pyrido[4,3-b][1,4]oxazine